1,3-cyclohexandicarboxylic acid C1(CC(CCC1)C(=O)O)C(=O)O